C1=NCC=2C=NC=CC21 3H-pyrrolo[3,4-c]pyridine